Imino-stilbene N=C1C(C=CC=C1)C=CC1=CC=CC=C1